ClC1=C(C=CC(=C1)[N+](=O)[O-])NC(CSC1=NN2C=NC(=CC2=N1)C(F)(F)F)=O N-(2-chloro-4-nitrophenyl)-2-((7-(trifluoromethyl)-[1,2,4]triazolo[1,5-c]pyrimidin-2-yl)thio)acetamide